(((6-(piperidin-4-yl)pyridin-2-yl)oxy)methyl)-1H-indazole hydrochloride Cl.N1CCC(CC1)C1=CC=CC(=N1)OCN1N=CC2=CC=CC=C12